6-[(3S)-3-hydroxypyrrolidine-1-carbonyl]-4-(trifluoromethyl)-2-[3-[(2R)-1-[4-(trifluoromethyl)-1H-pyrazol-3-yl]propan-2-yl]phenyl]-2,3-dihydro-1H-isoindol-1-one O[C@@H]1CN(CC1)C(=O)C1=CC(=C2CN(C(C2=C1)=O)C1=CC(=CC=C1)[C@@H](CC1=NNC=C1C(F)(F)F)C)C(F)(F)F